1-(5-chloro-2-ethoxy-4-fluoro-3-iodophenyl)ethan-1-ol ClC=1C(=C(C(=C(C1)C(C)O)OCC)I)F